3-methaneyl-5-(4,4,5,5-tetramethyl-1,3,2-dioxaborolane-2-yl)-1H-pyrrolo[2,3-b]pyridine CC1=CNC2=NC=C(C=C21)B2OC(C(O2)(C)C)(C)C